(S)-N-((R)-5-(5-ethyl-1,2,4-oxadiazol-3-yl)-2,3-dihydro-1H-inden-1-yl)-3-hydroxypyrrolidine-1-carboxamide C(C)C1=NC(=NO1)C=1C=C2CC[C@H](C2=CC1)NC(=O)N1C[C@H](CC1)O